N-methylpiperazineOne CN1C(CNCC1)=O